C(C(C)C)N(C(C1=C(C=CC=C1)C(F)(F)F)=O)C1=CC(=CC=C1)N(CC=1N=CN(C1)COCC[Si](C)(C)C)C N-isobutyl-N-[3-[methyl-[[1-(2-trimethylsilylethoxymethyl)imidazol-4-yl]methyl]amino]phenyl]-2-(trifluoromethyl)benzamide